2-[(4-{6-[(4-cyano-2-fluorobenzyl)oxy]pyridin-2-yl}piperidin-1-yl)methyl]-3-[(2S)-oxetan-2-ylmethyl]-3H-imidazo[4,5-b]pyridine-5-carboxylic acid C(#N)C1=CC(=C(COC2=CC=CC(=N2)C2CCN(CC2)CC2=NC=3C(=NC(=CC3)C(=O)O)N2C[C@H]2OCC2)C=C1)F